ClC1=CC=C2C(=NN(C2=C1)C1=CC(=CC=C1)C)C(C)N1N=C(C=2C1=NC=NC2N)C=2C=CC(=NC2)OC 1-(1-(6-Chloro-1-(3-(methyl)phenyl)-1H-indazol-3-yl)ethyl)-3-(2-methoxypyridine-5-yl)-1H-pyrazolo[3,4-d]pyrimidin-4-amine